O1COC2=C1C=CC(=C2)C=2OC1=C(\C(\C2)=N\C2=C(C=CC=C2)NC(=O)N2CCOCC2)C=CC=C1 (E)-N-(2-((2-(benzo[d][1,3]dioxol-5-yl)-4H-benzopyran-4-ylidene)amino)phenyl)morpholine-4-carboxamide